(3S)-5-[(E)-3-(methylamino)prop-1-enyl]-2-oxo-spiro[1H-pyrrolo[2,3-b]pyridine-3,6'-5,7-dihydrocyclopenta[b]pyridine]-3'-carboxylic acid methyl ester hydrochloride Cl.COC(=O)C=1C=C2C(=NC1)C[C@]1(C2)C(NC2=NC=C(C=C21)\C=C\CNC)=O